C(C)N1N=C(C(=C1)C1=NC=NC2=CC(=C(C=C12)NC(=O)C12COCC2C1)OC)C1=CC=C(C=C1)F N-(4-(1-ethyl-3-(4-fluorophenyl)-1H-pyrazol-4-yl)-7-methoxyquinazolin-6-yl)-3-oxabicyclo[3.1.0]hexane-1-carboxamide